C(C)NC[C@H]1CC(N(CCN1C)C1=CC(=CC=C1)O[C@@H](CCNC)C1=CC=CC=C1)=O (R)-7-((ethylamino)methyl)-1-methyl-4-(3-((S)-3-(methylamino)-1-phenylpropoxy)phenyl)-1,4-diazepan-5-one